FC1(CCN(CC1)CCOC=1C=C(C=CC1)CCNC)F 2-{3-[2-(4,4-difluoropiperidin-1-yl)ethoxy]phenyl}-N-methylethan-1-amine